C1(CC1)CNC1=C(C=C(C=C1)S(=O)(=O)C)C=1C=C(C(N(C1)CC)=O)C 5-[2-(cyclopropylmethylamino)-5-methylsulfonylphenyl]-1-ethyl-3-methylpyridin-2-one